C(C=C)(=O)NC=1C=C(C=CC1)N(C1=CC(=NC=2N1N=CC2C(C)C)O[C@@H]2CCC(NC2)(C)C)C(=O)OC(C)(C)C (R)-5-((7-((3-Acrylamidophenyl)(tert-butoxycarbonyl)amino)-3-isopropylpyrazolo[1,5-a]pyrimidin-5-yl)oxy)-2,2-dimethylpiperidine